Cl.FC=1C(=NC2=CC=CC=C2C1OC1CCNCC1)C fluoro-2-methyl-4-(piperidin-4-yloxy)quinoline hydrochloride